hexacosanone CC(CCCCCCCCCCCCCCCCCCCCCCCC)=O